OC1=C(C=NC2=CC=C(C=C12)C#N)[N+](=O)[O-] 4-hydroxy-3-nitroquinoline-6-carbonitrile